(S)-1-(3-((5-(3,4-difluorobenzoyl)-2-((4-(4-methylpiperazin-1-yl)phenyl)amino)-7H-Pyrrolo[2,3-d]pyrimidin-4-yl)amino)pyrrolidin-1-yl)prop-2-en-1-one FC=1C=C(C(=O)C2=CNC=3N=C(N=C(C32)N[C@@H]3CN(CC3)C(C=C)=O)NC3=CC=C(C=C3)N3CCN(CC3)C)C=CC1F